methyl 6-(3-bromo-4-methoxyphenyl)spiro[3.3]heptane-2-carboxylate BrC=1C=C(C=CC1OC)C1CC2(CC(C2)C(=O)OC)C1